N1=C2C(=CC=C1)C(C1=C(O2)C=CC=C1)=O 5H-[1]-benzopyrano[2,3-b]pyridin-5-one